((1-(4-fluorophenyl)-5-methyl-1H-1,2,4-triazol-3-yl)methyl)-4,4-dimethylpiperidine FC1=CC=C(C=C1)N1N=C(N=C1C)CN1CCC(CC1)(C)C